6-Amino-3-((1R,2R)-4'-chloro-2-phenyl-1',2'-dihydrospiro[cyclopropane-1,3'-pyrrolo[2,3-b]pyridin]-5'-yl)-2-fluoro-N,N-dimethylbenzamide NC1=CC=C(C(=C1C(=O)N(C)C)F)C=1C(=C2C(=NC1)NC[C@]21[C@H](C1)C1=CC=CC=C1)Cl